CC(C)C(CCC(C)C)C 2,3,6-trimethyl-heptane